C1=CC=CC=2C3=CC=CC=C3C(C12)COC(=O)N[C@H](CO)C(=O)O (((9H-fluoren-9-yl)methoxy)carbonyl)-D-serine